N=1NN=NC1C=1C=C(OC=2C(=C(C=C(C2)C2=CC=C(C=C2)Cl)C(=O)N)N)C=CC1 5-(3-(2H-tetrazol-5-yl)phenoxy)-4-amino-4'-chloro-[1,1'-biphenyl]-3-carboxamide